N-(7-(4,4-difluoropiperidin-1-yl)furo[2,3-c]pyridin-5-yl)-4-(2-hydroxyethylsulfonylamino)-2-(6-azaspiro[2.5]oct-6-yl)benzamide FC1(CCN(CC1)C=1N=C(C=C2C1OC=C2)NC(C2=C(C=C(C=C2)NS(=O)(=O)CCO)N2CCC1(CC1)CC2)=O)F